N-(2-(sec-butyl)-5-methylphenyl)-2-chloroacetamide C(C)(CC)C1=C(C=C(C=C1)C)NC(CCl)=O